C(C1=CC=CC=C1)OC=1C=C2C(=C(N(C2=CC1)C1=CC(=C(C=C1)F)F)C(C)C)C1=CC(C1)C(=O)OC methyl 3-(5-(benzyloxy)-1-(3,4-difluorophenyl)-2-isopropyl-1H-indol-3-yl)cyclobut-2-ene-1-carboxylate